4-benzyl-1-((tert-butoxycarbonyl)glycyl)-6-methylpiperazine-2-carboxylate C(C1=CC=CC=C1)N1CC(N(C(C1)C)C(CNC(=O)OC(C)(C)C)=O)C(=O)[O-]